(2S)-2-[(3-methylazetidine-1-carbonyl)amino]-4-[2-phenoxyethyl-[4-(5,6,7,8-tetrahydro-1,8-naphthyridin-2-yl)butyl]amino]butanoic acid CC1CN(C1)C(=O)N[C@H](C(=O)O)CCN(CCCCC1=NC=2NCCCC2C=C1)CCOC1=CC=CC=C1